CC=1C=C(C=CC1F)N1C(OCCC1)=O 3-(3-methyl-4-fluorophenyl)-1,3-oxazinan-2-one